(3S)-N-methyl-1-[(2R)-2-[[2-chloro-4-(2-chloro-4-fluoro-phenyl)-7-quinolyl]oxy]propanoyl]piperidine-3-carboxamide CNC(=O)[C@@H]1CN(CCC1)C([C@@H](C)OC1=CC=C2C(=CC(=NC2=C1)Cl)C1=C(C=C(C=C1)F)Cl)=O